NCCOCCOCCOCCOCCOCCNC(COC1=CC(=NC(=C1)CN(CC1=CC=CC(=N1)C(=O)O)CC1=CC=CC(=N1)C(=O)O)CN(CC1=CC=CC(=N1)C(=O)O)CC1=CC=CC(=N1)C(=O)O)=O 6,6',6'',6'''-((((4-((20-amino-2-oxo-6,9,12,15,18-pentaoxa-3-azaicosyl)oxy)pyridine-2,6-diyl)bis(methylene))bis(azanetriyl))tetrakis(methylene))tetrapicolinic acid